C[C@@H]1C[C@@H]([C@@H]([C@@]2([C@]13[C@@H]([C@@H](C[C@@H]2OC(=O)C4=CC=CC=C4)C(O3)(C)C)OC(=O)C5=CC=CC=C5)COC(=O)C)OC(=O)C)OC(=O)C6=CC=CC=C6 The molecule is a dihydroagarofuran sesquiterpenoid that is the 15-acetoxy derivative of orbiculin G. It is isolated from Microtropis japonica and exhibits antitubercular activity. It has a role as a metabolite and an antitubercular agent. It is a benzoate ester, a bridged compound, a cyclic ether, a dihydroagarofuran sesquiterpenoid and an organic heterotricyclic compound. It derives from an orbiculin G.